3-[2-(dimethylamino)ethyl]-1-[(6,7-dimethyl-2-oxo-1H-quinolin-3-yl)methyl]-1-(2-furylmethyl)thiourea CN(CCNC(N(CC=1OC=CC1)CC=1C(NC2=CC(=C(C=C2C1)C)C)=O)=S)C